NC1=C(C2=C(N=C(N=C2)C)N1C1=C(C(=CC=C1C)OC)C)C(=O)N 6-amino-7-(3-methoxy-2,6-dimethylphenyl)-2-methyl-7H-pyrrolo[2,3-d]pyrimidine-5-carboxamide